6-(N'-Boc-hydrazino)-benzoic acid C(=O)(OC(C)(C)C)NNC1=CC=CC=C1C(=O)O